(R)-6-chloro-3-((1-(2-cyano-7-methyl-3-(4-(1-methyl-3-(trifluoromethyl)-1H-pyrazol-4-yl)piperazin-1-yl)quinoxalin-5-yl)ethyl)amino)picolinic acid ClC1=CC=C(C(=N1)C(=O)O)N[C@H](C)C1=C2N=C(C(=NC2=CC(=C1)C)C#N)N1CCN(CC1)C=1C(=NN(C1)C)C(F)(F)F